O=C1N[C@H]([C@@H]2CC[C@H]1N2)C(=O)OCC (1S,2R,5R)-ethyl 4-oxo-3,8-diazabicyclo[3.2.1]octane-2-carboxylate